(2-methoxymethoxy-3-tert-butylphenyl)-(2-isopropylphenyl)chlorophosphine COCOC1=C(C=CC=C1C(C)(C)C)P(Cl)C1=C(C=CC=C1)C(C)C